COCC=1N=C(SC1)NC=1C=CC(=C(C(=O)O)C1)C 5-((4-(Methoxymethyl)thiazol-2-yl)amino)-2-methylbenzoic acid